C(C1=CC=CC=C1)OCC1C(N(C1)[Si](C)(C)C(C)(C)C)=O (benzyloxymethyl)-1-[tert-butyl-(dimethyl)silyl]Azetidin-2-one